NC(C(C(CC1=CC=CC=C1)NC(=O)C=1C=NN(C1CC1=CC=CC=C1)C)=O)=O N-(4-AMINO-3,4-DIOXO-1-PHENYLBUTAN-2-YL)-5-BENZYL-1-METHYL-1H-PYRAZOLE-4-CARBOXAMIDE